tert-butyl 4-(N-(3-chlorophenyl)-N-((5-(hydrazinecarbonyl)pyridin-2-yl)methyl)sulfamoyl)piperidine-1-carboxylate ClC=1C=C(C=CC1)N(S(=O)(=O)C1CCN(CC1)C(=O)OC(C)(C)C)CC1=NC=C(C=C1)C(=O)NN